OC1=CC=C(C=C1)CI 1-hydroxy-4-(iodomethyl)benzene